FC1=C(C=CC(=C1)C1NCCC1)C=1N=C2SC3=C(N2C1)C=CC(=C3)C(=O)NCCCN3CCC(CC3)C(F)(F)F 2-(2-fluoro-4-(pyrrolidin-2-yl)phenyl)-N-(3-(4-(trifluoromethyl)piperidin-1-yl)propyl)benzo[d]imidazo[2,1-b]thiazole-7-carboxamide